O1COC2=C1C=CC(=C2)C=2N=C(NC2C2=NC=CC=C2)C2=CC=C(C(=O)N)C=C2 4-[4-(1,3-Benzodioxol-5-yl)-5-(2-pyridinyl)-1H-imidazol-2-yl]benzamid